ClC=1C=C2C3=C(NC2=CC1)C(N(CC3)C3=NC(=CC(=N3)C)C)CC(C)C 6-chloro-2-(4,6-dimethylpyrimidin-2-yl)-1-(2-methylpropyl)-2,3,4,9-tetrahydro-1H-pyrido[3,4-b]indole